N-(2,3-dihydro-1,4-benzoxazin-4-yl)-6-fluoro-3-(2-hydroxypropan-2-yl)-7-(2,3,5-trifluoro-phenyl)thieno[3,2-b]pyridine-2-carboxamide O1CCN(C2=C1C=CC=C2)NC(=O)C2=C(C1=NC=C(C(=C1S2)C2=C(C(=CC(=C2)F)F)F)F)C(C)(C)O